Tungsten molybdenum disulfide [Mo](=S)=S.[W]